C(CC)C1CCC(CC1)C1=CC=CC=C1 (4-propylcyclohexyl)benzene